NC=1N=CC(=NC1OCC1=C(C(=CC=C1F)F)Cl)C=1C=C(C=CC1)NS(=O)(=O)CCN1CCC(CC1)O 2-(4-hydroxy-piperidin-1-yl)-ethanesulfonic acid {3-[5-amino-6-(2-chloro-3,6-difluoro-benzyloxy)-pyrazin-2-yl]-phenyl}-amide